ClC=1C=C(C(=NC1)[N+](=O)[O-])N1CC=2C(CC1)=NOC2 5-chloro-2-nitro-3-{4H,5H,6H,7H-[1,2]oxazolo[4,3-c]pyridin-5-yl}pyridine